tert-butyl 3-[5-(6,6-difluoro-2-azaspiro[3.3]heptan-2-yl)pyrazin-2-yl]azetidine-1-carboxylate FC1(CC2(CN(C2)C=2N=CC(=NC2)C2CN(C2)C(=O)OC(C)(C)C)C1)F